Cl[Si](C1=CC=C(C=C1)C=C)(Cl)Cl trichloro(4-vinylphenyl)monosilane